CN(CCN(CCO)CCC)C 2-((2-(dimethylamino)ethyl)(propyl)amino)-1-ethanol